tert-butyl (3-(2-(3-(2-bromo-6-methoxypyridin-3-yl)-4-oxo-6-(trifluoromethyl)-3,4-dihydroquinazolin-1(2H)-yl)-5-fluorophenyl) propyl)-carbamate BrC1=NC(=CC=C1N1CN(C2=CC=C(C=C2C1=O)C(F)(F)F)C1=C(C=C(C=C1)F)CCCNC(OC(C)(C)C)=O)OC